methyl 8-(trifluoromethyl)indolizine-2-carboxylate FC(C1=CC=CN2C=C(C=C12)C(=O)OC)(F)F